(S)-N-(1-(1-(2-(Azetidin-1-yl)pyrimidin-5-yl)-2-hydroxyethyl)-1H-pyrazol-4-yl)-6-(3-chloro-6-(difluoromethyl)-2-fluorophenyl)pyrazine-2-carboxamide N1(CCC1)C1=NC=C(C=N1)[C@@H](CO)N1N=CC(=C1)NC(=O)C1=NC(=CN=C1)C1=C(C(=CC=C1C(F)F)Cl)F